tert-butyl 4-[3-[4-(6-nitro-3-pyridyl)piperazin-1-yl]phenyl]-piperazine-1-carboxylate [N+](=O)([O-])C1=CC=C(C=N1)N1CCN(CC1)C=1C=C(C=CC1)N1CCN(CC1)C(=O)OC(C)(C)C